4-(2-cyclopropyl-6-{6-[(1S,4S)-2-oxa-5-azabicyclo[2.2.1]heptane-5-ylmethyl]-1-oxo-3H-isoindol-2-yl}pyridin-4-yl)-3-(4-methyl-1,2,4-triazol-3-yl)benzonitrile C1(CC1)C1=NC(=CC(=C1)C1=C(C=C(C#N)C=C1)C1=NN=CN1C)N1C(C2=CC(=CC=C2C1)CN1[C@@H]2CO[C@H](C1)C2)=O